C(=O)(O)C1=C(C(=CC(=C1)CC)C(=O)O)O 2,6-dicarboxy-4-ethylphenol